3-(4-decyl-1-piperazinyl)-1,2-propanediol C(CCCCCCCCC)N1CCN(CC1)CC(CO)O